C1(=C(C=CC=C1)N1C[C@H](CCC1)CN1C[C@@H](C([C@@H](C1)O)O)O)C (3S,4R,5R)-1-(((R)-1-(o-tolyl)piperidin-3-yl)methyl)piperidine-3,4,5-triol